(trans)-3-[[2-[4-bromo-3-(1-hydroxy-1-methyl-ethyl)anilino]-5-methyl-pyrimidin-4-yl]amino]tetrahydropyran-4-carbonitrile BrC1=C(C=C(NC2=NC=C(C(=N2)N[C@@H]2COCC[C@H]2C#N)C)C=C1)C(C)(C)O